(2S)-1,4-bis[2-(4-chloro-3-fluorophenoxy)acetamido]bicyclo[2.2.2]octan-2-yl (benzyloxy)acetate C(C1=CC=CC=C1)OCC(=O)O[C@@H]1C2(CCC(C1)(CC2)NC(COC2=CC(=C(C=C2)Cl)F)=O)NC(COC2=CC(=C(C=C2)Cl)F)=O